N[C@H](C(=O)O[C@@H]1[C@H](O[C@]([C@@H]1O)(C1=CC=C2C(=NC=NN21)NC(=O)N(C)C(C)C)C#N)COC(CC2=CC=CC=C2)=O)C(C)(C)C (2R,3S,4R,5R)-5-cyano-4-hydroxy-5-(4-(3-isopropyl-3-methylureido)pyrrolo[2,1-f][1,2,4]triazin-7-yl)-2-((2-phenylacetoxy)methyl)tetrahydrofuran-3-yl (S)-2-amino-3,3-dimethylbutanoate